2-(((tert-butoxycarbonyl)amino)methyl)-1H-indol-5-yl (E)-2-methylbut-2-enoate C/C(/C(=O)OC=1C=C2C=C(NC2=CC1)CNC(=O)OC(C)(C)C)=C\C